Ethyl (S)-3-(3',6-Dimethoxybiphenyl-3-yl)-3-(3-(4-hydroxy-1,5-dimethyl-2-oxo-1,2-dihydropyridin-3-yl)ureido)propanoat COC=1C=C(C=CC1)C1=CC(=CC=C1OC)[C@H](CC(=O)OCC)NC(=O)NC=1C(N(C=C(C1O)C)C)=O